4-ethynyl-5-methyl-1-(5-methyl-2-pyridyl)imidazole-2-carboxamide C(#C)C=1N=C(N(C1C)C1=NC=C(C=C1)C)C(=O)N